tert-butyl (3S)-3-[2-bromo-4-(cyclopropanecarbonylamino)phenoxy]piperidine-1-carboxylate BrC1=C(O[C@@H]2CN(CCC2)C(=O)OC(C)(C)C)C=CC(=C1)NC(=O)C1CC1